C(C)(C)(C)C1=CC2=C(C3=CC(=CC=C3C=C2C=C1)C(C)(C)C)C1=CC=C(N1)C1=NN(C=C1)C1=CC=C(N(C)C)C=C1 4-(3-(5-(2,7-di-tert-butylanthracen-9-yl)-1H-pyrrol-2-yl)-1H-pyrazol-1-yl)-N,N-dimethylaniline